3-isothiocyanato-1-(7-oxaspiro[3.5]nonan-2-yl)-5-(trifluoromethyl)-1H-pyrazole N(=C=S)C1=NN(C(=C1)C(F)(F)F)C1CC2(C1)CCOCC2